C(C)(C)(C)OC(=O)N1[C@@H](CCC1)C(NC(C1=CC=NC=C1)C1=C(C(=CC=C1OCC=C)Cl)Cl)=O.C(#N)CC1=CC=C(C=C1)NC(=O)C1CC(CCC1C(C)C)C N-(4-cyanomethylphenyl)P-menthanecarboxamide tert-butyl-(2S)-2-([[2,3-dichloro-6-(prop-2-en-1-yloxy)phenyl](pyridin-4-yl)methyl]carbamoyl)pyrrolidine-1-carboxylate